(6R,8S)-8-(1-(difluoromethyl)-1H-pyrazol-3-yl)-2-fluoro-8-methyl-N-(4-(pyrimidin-2-yl)-3-(trifluoromethyl)phenyl)-7,8-dihydro-6H-cyclopenta[e]pyrazolo[1,5-a]pyrimidine-6-carboxamide FC(N1N=C(C=C1)[C@]1(C[C@H](C=2C=NC=3N(C21)N=C(C3)F)C(=O)NC3=CC(=C(C=C3)C3=NC=CC=N3)C(F)(F)F)C)F